1-{2-[(3R)-3-({6-[2-hydroxy-6-methyl-4-(trifluoromethyl)phenyl]pyridazin-3-yl}amino)piperidin-1-yl]ethyl}piperidin-4-ol OC1=C(C(=CC(=C1)C(F)(F)F)C)C1=CC=C(N=N1)N[C@H]1CN(CCC1)CCN1CCC(CC1)O